2-(trifluoromethyl)pyrido[2,3-d]pyrimidin FC(C=1N=CC2=C(N1)N=CC=C2)(F)F